2-aminomethyl-3,5-diphenylphenol NCC1=C(C=C(C=C1C1=CC=CC=C1)C1=CC=CC=C1)O